7-cyclopropyl-N-isopropyl-5-[4-(trifluoromethyl)phenyl]naphthalene-2-carboxamide C1(CC1)C1=CC(=C2C=CC(=CC2=C1)C(=O)NC(C)C)C1=CC=C(C=C1)C(F)(F)F